COC=1C=C(CN(C2=CC(=NC=C2)CN2CCOCC2)CC2=CC=C(C=C2)N2CCN(CC2)C)C=CC1 N-(3-methoxybenzyl)-N-(4-(4-methylpiperazin-1-yl)benzyl)-2-(morpholinomethyl)pyridin-4-amine